C(C)(C)(C)OC(=O)N1[C@H](CN([C@@H](C1)CC)C(C)C1=C(C=C(C=C1)F)OC)C.NCCCO[Si](OC)(OC)CCCN (aminoethyl)gamma-aminopropyl-trimethoxysilane tert-butyl-(2S,5R)-5-ethyl-4-(1-(4-fluoro-2-methoxyphenyl)ethyl)-2-methylpiperazine-1-carboxylate